3-(5-(hydroxymethyl)-6-methoxypyridin-2-yl)propionic acid ethyl ester C(C)OC(CCC1=NC(=C(C=C1)CO)OC)=O